(R)-6-chloro-8-(4-(1-phenylethoxy)phenyl)-9H-purine ClC1=C2N=C(NC2=NC=N1)C1=CC=C(C=C1)O[C@H](C)C1=CC=CC=C1